CC1=CC=2N(C=C1C1CCN(CC1)S(=O)(=O)C1=CC3=C(N=CS3)C=C1)C=CN2 6-((4-(7-methylimidazo[1,2-a]pyridin-6-yl)piperidin-1-yl)sulfonyl)benzo[d]thiazole